9-([1,1'-biphenyl]-2-yl)-10-bromoanthracene C1(=C(C=CC=C1)C=1C2=CC=CC=C2C(=C2C=CC=CC12)Br)C1=CC=CC=C1